5-(n-pentyloxycarbonyl)-7-oxo-bicyclo[2.2.1]Hept-2-ene C(CCCC)OC(=O)C1C2C=CC(C1)C2=O